5-chloro-2-methyl-N-((1r,4r)-4-((3-(3-(oxazol-4-yl)phenyl)-2-oxo-2,3-dihydro-1H-benzo[d]imidazol-1-yl)methyl)cyclohexyl)nicotinamide ClC=1C=NC(=C(C(=O)NC2CCC(CC2)CN2C(N(C3=C2C=CC=C3)C3=CC(=CC=C3)C=3N=COC3)=O)C1)C